S(=O)(=O)(O)C=1C=C(C2=C(C=C(C=C2C1)S(=O)(=O)O)O)O 3,6-disulfo-1,8-dihydroxy-naphthalene